C(C)OC(=O)C=1C=NN2C1N=CC(=C2N(C(=O)OC(C)(C)C)C(=O)OC(C)(C)C)C2=CC(=CC1=C2SC=C1)C.FC([Si](C)(C)CBr)F difluorobromomethyltrimethylsilane ethyl-7-(bis(tert-butoxycarbonyl)amino)-6-(5-methylbenzo[b]thiophen-7-yl)pyrazolo[1,5-a]pyrimidine-3-carboxylate